(S)-2-azido-1-((3aR,5S,6aR)-2,2-dimethyltetrahydrofuro[2,3-d][1,3]dioxol-5-yl)ethyl 4-nitrobenzoate [N+](=O)([O-])C1=CC=C(C(=O)O[C@@H](CN=[N+]=[N-])[C@@H]2C[C@@H]3[C@@H](OC(O3)(C)C)O2)C=C1